biphenyl-4-yl-(4-dibenzothiophen-4-yl-phenyl)-amine C1(=CC=C(C=C1)NC1=CC=C(C=C1)C1=CC=CC2=C1SC1=C2C=CC=C1)C1=CC=CC=C1